ClC=1C=C2C=NN(C2=CC1B1OC(C(O1)(C)C)(C)C)C 5-chloro-1-methyl-6-(4,4,5,5-tetramethyl-1,3,2-dioxaborolan-2-yl)indazole